COC1=CC=C(CNC#N)C=C1 N-(4-methoxybenzyl)cyanamide